(S)-5-(((4-(3-chloro-4-(2-chloro-3-(3-((((S)-2-hydroxypropyl)amino)methyl)-1-methyl-1H-pyrrolo[2,3-b]pyridin-6-yl)phenyl)pyridin-2-yl)-2-methoxybenzyl)amino)methyl)pyrrolidin-2-one ClC=1C(=NC=CC1C1=C(C(=CC=C1)C1=CC=C2C(=N1)N(C=C2CNC[C@H](C)O)C)Cl)C2=CC(=C(CNC[C@@H]1CCC(N1)=O)C=C2)OC